tert-butyl ((1S)-2,2-dicyclopropyl-1-(5-((2-oxo-5-(trifluoromethyl)pyrrolidin-3-yl)methyl)-1H-benzo[d]imidazol-2-yl)ethyl)carbamate C1(CC1)C([C@@H](C1=NC2=C(N1)C=CC(=C2)CC2C(NC(C2)C(F)(F)F)=O)NC(OC(C)(C)C)=O)C2CC2